C(C1=CC=CC=C1)OC(/C=C/CCC(=O)N)=O (E)-6-(benzyloxy)-6-oxohex-4-enamide